N1C(CCC12C=CC(C=C2)=O)=O 1-Azaspiro[4.5]decane-6,9-diene-2,8-dione